(S,E)-tert-butyl 7-((3-(7-amino-2-((methoxycarbonyl)amino)-7-oxohept-5-enamido)-2-oxopyridin-1(2H)-yl)methyl)-1H-indole-1-carboxylate NC(/C=C/CC[C@@H](C(=O)NC=1C(N(C=CC1)CC=1C=CC=C2C=CN(C12)C(=O)OC(C)(C)C)=O)NC(=O)OC)=O